(R)-5-(3-((1-((3-aminobenzyl)sulfonyl)-2,2-dimethylpiperidin-4-yl)oxy)phenyl)-3-(carboxymethoxy)-4-chlorothiophene-2-carboxylic acid NC=1C=C(CS(=O)(=O)N2C(C[C@@H](CC2)OC=2C=C(C=CC2)C2=C(C(=C(S2)C(=O)O)OCC(=O)O)Cl)(C)C)C=CC1